OC(C(=O)O)(CC)C.C1NCCC12CCC(CC2)NC2=CC=C1C(=NN(C1=C2)C)C2C(NC(CC2)=O)=O 3-(6-((2-azaspiro[4.5]decan-8-yl)amino)-1-methyl-1H-indazol-3-yl)piperidine-2,6-dione hydroxy-methylbutyrate